6-Amino-3-(4'-chloro-2-phenyl-1',2'-dihydrospiro[cyclopropane-1,3'-pyrrolo[2,3-b]pyridin]-5'-yl)-2-fluoro-N,N-dimethylbenzamide NC1=CC=C(C(=C1C(=O)N(C)C)F)C=1C(=C2C(=NC1)NCC21C(C1)C1=CC=CC=C1)Cl